dihydro-2H-pyran-3(4H)-one O1CC(CCC1)=O